tert-Butyl 7-((3-(2,6-dichlorophenyl)-2-methyl-4-oxo-3,4-dihydro-2H-pyrimido[5,4-e][1,3]oxazin-7-yl)amino)-3,4-dihydroisoquinoline-2(1H)-carboxylate ClC1=C(C(=CC=C1)Cl)N1C(OC2=C(C1=O)C=NC(=N2)NC2=CC=C1CCN(CC1=C2)C(=O)OC(C)(C)C)C